tert-butyl {[2,5-dioxo-4-(1,3-thiazol-4-yl)imidazolidin-4-yl]methyl}carbamate O=C1NC(C(N1)(C=1N=CSC1)CNC(OC(C)(C)C)=O)=O